6-(5-fluoro-1H-pyrazol-4-yl)-N-(3-fluoro-5-methoxybenzyl)imidazo[1,5-a]pyridine-1-carboxamide FC1=C(C=NN1)C=1C=CC=2N(C1)C=NC2C(=O)NCC2=CC(=CC(=C2)OC)F